C1(CC1)CN1CCNC2=CC=CC=C12 1-(cyclopropylmethyl)-1,2,3,4-tetrahydroquinoxaline